OCCN1C2=CC=CC=C2C=2C=CC=CC12 N-(2-hydroxyl)ethyl-carbazole